5,7,3',4'-tetrahydroxy-6,8-diprenylisoflavane OC1=C2CC(COC2=C(C(=C1CC=C(C)C)O)CC=C(C)C)C1=CC(=C(C=C1)O)O